N1CN=CC2=CC=C3C(=C12)C=CO3 dihydrofuro-quinazoline